CC(C(=O)OCCl)(C)C chloromethyl 2,2-dimethylpropanoate